O=C1NC2=NC3=C(N=C2C(N1)=O)C=CC=C3 2,4-dioxobenzopteridine